O1C(=COCC1)C1=CC=C2C3(CC=4C(=NOC4C2=C1)NS(=O)(=O)C1=C(C=CC=C1)OC)CC3 N-(8'-(5,6-dihydro-1,4-dioxin-2-yl)-4'H-spiro[cyclopropane-1,5'-naphtho[2,1-d]isoxazol]-3'-yl)-2-methoxybenzenesulfonamide